COCC(=O)NC[C@@H]1[C@@H]([C@@H]2CC[C@H]([C@@H]3CC[C@]4(OO[C@]32[C@H](O1)O4)C)C)C 2-Methoxy-N-{[(3R,5aS,6R,8aS,9R,10S,12R,12aR)-3,6,9-trimethyldecahydro-12H-3,12-epoxypyrano[4,3-j][1,2]benzodioxepin-10-yl]methyl}acetamide